4-Nitrobenzene-1,3-diol [N+](=O)([O-])C1=C(C=C(C=C1)O)O